NC1=C(C=CC(=C1)N)N=NC1=CC=C(C=C1)OC 2,4-diamino-4'-methoxy-azobenzene